2-methyl-3-[(1R)-1-[[4-methyl-7-(2-methyl-2,6-diazabicyclo[3.2.0]heptan-6-yl)pyrido[3,4-d]pyridazin-1-yl]amino]ethyl]benzonitrile CC1=C(C#N)C=CC=C1[C@@H](C)NC1=C2C(=C(N=N1)C)C=NC(=C2)N2C1CCN(C1C2)C